2-cyanomethyl-1,3-Dimethylimidazolinium C(#N)CC1[NH+](CCN1C)C